ethyl (R,Z)-2-(5-chloro-2-fluoro-4-(2-((pyridin-2-yloxy)methyl)pyrrolidin-1-yl)benzoyl)-3-ethoxyacrylate ClC=1C(=CC(=C(C(=O)/C(/C(=O)OCC)=C/OCC)C1)F)N1[C@H](CCC1)COC1=NC=CC=C1